ethyl-2-bromo-2,2-difluoroacetate C(C)OC(C(F)(F)Br)=O